CC1=NOC(=C1C1=CC2=C(N(C(=N2)[C@H]2N(C(OC2)(C)C)C(=O)OC(C)(C)C)[C@@H]2CC[C@H](CC2)OC)C=C1)C (R)-tert-butyl 4-(5-(3,5-dimethylisoxazol-4-yl)-1-((trans)-4-methoxycyclohexyl)-1H-benzo[d]imidazol-2-yl)-2,2-dimethyloxazolidine-3-carboxylate